4-{2-[(5-fluoropyridin-2-yl)amino]-2-oxoethyl}-6-[(2S)-1-methoxypropan-2-yl]-N,N-dimethyl-5,8-dioxo-5,6,7,8-tetrahydro-4H-pyrazolo[1,5-a]pyrrolo[3,4-d]pyrimidine-2-carboxamide FC=1C=CC(=NC1)NC(CN1C=2N(C(C3=C1C(N(C3)[C@H](COC)C)=O)=O)N=C(C2)C(=O)N(C)C)=O